2,2-dimethyl-5-(ethylamino)-4-hepten-3-one CC(C)(C(C=C(CC)NCC)=O)C